rhodium(I) hexafluorophosphate F[P-](F)(F)(F)(F)F.[Rh+]